4-methyl-δ-valerolactam CC1CCC(=O)NC1